C1(CC1)C=1OC=C(N1)C1=CC(=NC=C1)N(C(=O)[C@@H]1CC[C@H](CC1)NC(CO)=O)C[C@@H]1CC[C@H](CC1)C1=CC(=C(C=C1)OC)C trans-N-(4-(2-Cyclopropyloxazol-4-yl)pyridin-2-yl)-4-(2-hydroxyacetamido)-N-((trans-4-(4-methoxy-3-methylphenyl)cyclohexyl)methyl)-cyclohexanecarboxamide